(2S)-4-(4,4-difluoropiperidin-1-yl)-2-[9H-fluoren-9-ylmethoxycarbonyl(methyl)amino]-4-oxobutane FC1(CCN(CC1)C(C[C@H](C)N(C)C(=O)OCC1C2=CC=CC=C2C=2C=CC=CC12)=O)F